BrC1=CC(=CC=2C=3N(C=NC12)N=C(N3)C3=CC=C(C=C3)OC)Br 7,9-dibromo-2-(4-methoxyphenyl)[1,2,4]triazolo[1,5-c]quinazolin